ClC1=C(C=C(C=C1)Cl)[C@H](C)N1C(=NC2=C1C=C(C(=C2)F)F)N2C[C@H]([C@@H](CC2)F)N (3R,4R)-1-(1-((1S)-1-(2,5-dichlorophenyl)ethyl)-5,6-difluoro-1H-benzimidazol-2-yl)-4-fluoro-3-piperidinamine